NC(C([C@H](CC1=CC=CC=C1)NC(=O)C=1C=NN(C1C=1C=C(C=CC1)C)C)=O)=O (S)-N-(4-AMINO-3,4-DIOXO-1-PHENYLBUTAN-2-YL)-1-METHYL-5-(M-TOLYL)-1H-PYRAZOLE-4-CARBOXAMIDE